6-Chloro-7-(4-fluoro-3-methoxyphenyl)-3-((4-hydroxy-1-(1-methylcyclopropanecarbonyl)piperidin-4-yl)methyl)-3H-pyrrolo[2,3-d]pyrimidin-4(7H)-one ClC1=CC2=C(N=CN(C2=O)CC2(CCN(CC2)C(=O)C2(CC2)C)O)N1C1=CC(=C(C=C1)F)OC